FC1=CC=CC=2C(=N[C@@H](C(NC21)=O)NC(=O)C=2C(=NN1C2N=CC=C1)C1=CC=CC=C1)C1=CC=CC=C1 N-[(3S)-9-Fluoro-2-oxo-5-phenyl-1,3-dihydro-1,4-benzodiazepin-3-yl]-2-phenylpyrazolo[1,5-a]pyrimidine-3-carboxamide